COC(=O)[C@@H]1C(NC[C@H]1C=1C=C2CCN(C2=CC1F)CC1=CC=CC=C1)=O |o1:4,8| (3S*,4R*)-4-(1-benzyl-6-fluoroindolin-5-yl)-2-oxopyrrolidine-3-carboxylic acid methyl ester